FC1=C(C=CC=C1F)CN1C(CCC1=O)CC(=O)NCCC1=NC=CC=C1 2-[1-[(2,3-difluorophenyl)-methyl]-5-oxopyrrolidin-2-yl]-N-(2-pyridin-2-ylethyl)acetamid